C(C)N1C=NC(=C1)C=1C=C(C=CC1NC1=CC=C(C=C1)C(F)(F)F)S(=O)(=O)NC 3-(1-Ethyl-1H-imidazol-4-yl)-N-methyl-4-((4-(trifluoromethyl)phenyl)amino)benzenesulfonamide